(2-((2R,3S,4R,5S,6R)-3-(benzyloxy)-4,5-dihydroxy-6-(4-nitrophenoxy)tetrahydro-2H-pyran-2-yl)-1,1-difluoroethyl)phosphonic acid C(C1=CC=CC=C1)O[C@@H]1[C@H](O[C@@H]([C@H]([C@H]1O)O)OC1=CC=C(C=C1)[N+](=O)[O-])CC(F)(F)P(O)(O)=O